P(OCC)(OCC)[O-] O,O-diethyl phosphite